BrC1=NN(C2=CC(=C(C=C12)C)Cl)C1OCCCC1 bromo-6-chloro-5-methyl-1-(tetrahydro-2H-pyran-2-yl)-1H-indazole